2,3-dimethoxy-N-methylisonicotinamide COC=1C(=C(C(=O)NC)C=CN1)OC